ethyl {[5-cyclopentyl-4-(2,6-dimethoxyphenyl)-4H-1,2,4-triazol-3-yl]sulfanyl}acetate C1(CCCC1)C=1N(C(=NN1)SCC(=O)OCC)C1=C(C=CC=C1OC)OC